C(C)(C)(C)C1CCCCC1 3-tert-butyl-cyclohexane